4-oxo-N-(4-(3,4,5-trimethoxybenzamido)phenyl)-4H-benzopyran-2-carboxamide O=C1C=C(OC2=C1C=CC=C2)C(=O)NC2=CC=C(C=C2)NC(C2=CC(=C(C(=C2)OC)OC)OC)=O